1-(4-Hydroxyphenylethyl)-1H-benzo[d]imidazole hydrochloride Cl.OC1=CC=C(C=C1)CCN1C=NC2=C1C=CC=C2